tert-butyl (trans-3-(6-(1-(cis-3-(aminomethyl)cyclobutyl)-3-cyclopropyl-1H-pyrazol-4-yl)-1H-pyrazolo[4,3-c]pyridin-1-yl)cyclobutyl)carbamate NC[C@H]1C[C@H](C1)N1N=C(C(=C1)C1=CC2=C(C=N1)C=NN2[C@@H]2C[C@H](C2)NC(OC(C)(C)C)=O)C2CC2